FC(OC1=C(C=C(C=C1)S(=O)(=O)C(F)F)C1=NN(C=C1NC(=O)C=1C=NN2C1N=CC=C2)C)F N-[3-[2-(difluoromethoxy)-5-(difluoromethylsulfonyl)phenyl]-1-methyl-pyrazol-4-yl]pyrazolo[1,5-a]pyrimidine-3-carboxamide